methyl 2-(2-(tert-butoxy)-2-oxoethyl)-8-(naphthalen-1-ylmethyl)-6-oxo-9-(3-(trifluoromethyl)phenyl)-3,4-dihydro-2H,6H-pyrido[1,2-e][1,2,5]thiadiazine-4-carboxylate 1,1-dioxide C(C)(C)(C)OC(CN1S(C=2N(C(C1)C(=O)OC)C(C=C(C2C2=CC(=CC=C2)C(F)(F)F)CC2=CC=CC1=CC=CC=C21)=O)(=O)=O)=O